C(C)N(C(=O)NC(C(=O)O)CCN(CCCCC1=NC=2NCCCC2C=C1)CCOC1=NC(=NC=C1)C)CC 2-(diethylcarbamoylamino)-4-[2-(2-methylpyrimidin-4-yl)oxyethyl-[4-(5,6,7,8-tetrahydro-1,8-naphthyridin-2-yl)butyl]amino]butanoic acid